C(C1=CC=CC=C1)(C1=CC=CC=C1)NC1=C2C=CC(NC2=CC=N1)=O 5-((benzhydryl)amino)-1,6-naphthyridin-2(1H)-one